(S)-4-amino-7-fluoro-N-(6-((1-methoxycyclobutyl)ethynyl)-2,3-dihydrobenzofuran-3-yl)-N-methylimidazo[1,5-a]quinoxaline-8-carboxamide NC=1C=2N(C3=CC(=C(C=C3N1)F)C(=O)N(C)[C@@H]1COC3=C1C=CC(=C3)C#CC3(CCC3)OC)C=NC2